2-{[(1S)-1-(4-{1-[{1-[chloro(fluoro)acetyl]azetidin-3-yl}(methyl)amino]-4,4-difluorocyclohexyl}phenyl)ethyl]amino}-8-(propan-2-yl)pyrido[2,3-d]pyrimidin-7(8H)-one ClC(C(=O)N1CC(C1)N(C1(CCC(CC1)(F)F)C1=CC=C(C=C1)[C@H](C)NC=1N=CC2=C(N1)N(C(C=C2)=O)C(C)C)C)F